FC1(CN(CC1)C1=C2N=CNC2=NC(=N1)NC1=CC=C(C=C1)F)F 6-(3,3-difluoropyrrolidin-1-yl)-N-(4-fluorophenyl)-9H-purin-2-amine